C12C(CC(CC1)C2)CC(=O)O 2-norbornaneacetic acid